C1(CC1)CN1C(=CC=2C=CN3C(=NN=C3C12)C)C1=NC2=C(N1C)C(=CC(=C2)C=O)F [2-[12-(cyclopropylmethyl)-5-methyl-3,4,6,12-tetrazatricyclo[7.3.0.02,6]dodeca-1(9),2,4,7,10-pentaen-11-yl]-7-fluoro-1-methyl-benzimidazol-5-yl]methanone